8-bromo-3,6-dimethyl-2-(tetrahydrofuran-3-yl)quinazolin-4(3H)-one BrC=1C=C(C=C2C(N(C(=NC12)C1COCC1)C)=O)C